Cl.B(O)(O)O.NC=1C=CC=CC1 3-aminobenzene borate hydrochloride